NCCS(=O)(=O)NC1CCC=2N(C3=C(C(=CC=C3C2C=2C=NN(C2)C2OCCCC2)Cl)Cl)C1 2-amino-N-(3,4-dichloro-10-(1-(tetrahydro-2H-pyran-2-yl)-1H-pyrazol-4-yl)-6,7,8,9-tetrahydropyrido[1,2-a]indol-7-yl)ethane-1-sulfonamide